4-bromo-2-cyclopropyl-6-(1,4-dimethyl-1H-1,2,3-triazol-5-yl)-1H-benzo[d]imidazole BrC1=CC(=CC=2NC(=NC21)C2CC2)C2=C(N=NN2C)C